NCC1=CC=C(C=C1)CN(C1=CC(=NN1C(=O)C1=CSC=C1)C1C(C(N(CC1)S(=O)(=O)N(C)C)=O)C)C 4-[5-({[4-(aminomethyl)phenyl]methyl}(methyl)amino)-1-(thiophene-3-carbonyl)-1H-pyrazol-3-yl]-N,N,3-trimethyl-2-oxopiperidine-1-sulfonamide